CCC=CCCOC(=O)NC=1C=C2C(=CNC2=CC1)C1CCN(CC1)C(CC)CC 5-(3-hexen-6-yloxy)carbonylamino-3-(1-(3-pentyl)piperidin-4-yl)-1H-indole